CN1N=CC(=C1C)C1=NN2C(=NC=3C(=CC=CC3C2=N1)F)N[C@H]1C(NCCCC1)=O (3R)-3-{[2-(1,5-dimethyl-1H-pyrazol-4-yl)-7-fluoro[1,2,4]triazolo[1,5-c]quinazolin-5-yl]amino}azepan-2-one